N-Boc-(R)-thiazole-4-carboxylic acid C(=O)(OC(C)(C)C)N1CSC=C1C(=O)O